C1(=CC=CC=C1)CS(=O)(=O)OC1=C(O[C@](C1=O)([2H])C1=C(C=C(C=C1)Cl)Cl)N (R)-2-amino-5-(2,4-dichlorophenyl)-4-oxo-4,5-dihydrofuran-3-yl-5-d phenylmethanesulfonate